9-methoxy-6-phenylphosphinoylbenzofuro[3,2-b]pyridine COC1=CC=C(C2=C1C1=NC=CC=C1O2)P(=O)C2=CC=CC=C2